diethyl 5-amino-7,8-diethoxyquinoline-2,4-dicarboxylate NC1=C2C(=CC(=NC2=C(C(=C1)OCC)OCC)C(=O)OCC)C(=O)OCC